5,6-diaminouracil sulfate S(=O)(=O)(O)O.NC=1C(NC(NC1N)=O)=O